9-chloro-2-methylphenanthro[4,3-d]oxazole ClC=1C=CC=2C3=C(C=CC2C1)C=CC1=C3N=C(O1)C